N4,N4'-bis(3,3-dimethyl-2,3-dihydrobenzofuran-5-yl)-N4,N4'-bis(9,9-dimethyl-9H-fluoren-2-yl)-[1,1'-biphenyl]-4,4'-diamine CC1(COC2=C1C=C(C=C2)N(C2=CC=C(C=C2)C2=CC=C(C=C2)N(C2=CC=1C(C3=CC=CC=C3C1C=C2)(C)C)C=2C=CC1=C(C(CO1)(C)C)C2)C2=CC=1C(C3=CC=CC=C3C1C=C2)(C)C)C